(Z)-13-octadecen-1-ol C(CCCCCCCCCCC\C=C/CCCC)O